C(C)(C)(C)OC(=O)N(C=1C=C(C=C2C3=C(NC12)N=CC(=C3N3CC[C@@H]1[C@H]3CN(C1)C)C=1C=C3C(C=CN(C3=NC1)CC(=O)OCC)=O)F)C ethyl 2-(6-(8-((tert-butoxycarbonyl)(methyl)amino)-6-fluoro-4-(cis-5-methylhexahydropyrrolo[2,3-c]pyrrol-1(2H)-yl)-9H-pyrido[2,3-b]indol-3-yl)-4-oxo-1,8-naphthyridin-1(4H)-yl)acetate